C(CCCCCC)C1=C(C=CC=C1)OC(NC1CC(CC(C1)(C)C)(C)CNC(=S)OC1=C(C=CC=C1)CCCCCCC)=S 3-((heptylphenoxy)thiocarbonylamino-methyl)-3,5,5-trimethylcyclohexylthiocarbamic acid (heptylphenyl) ester